dibutanol dimethylbutyryl-acrylate CC(=C(C(=O)O)C(CCC)=O)C.C(CCC)O.C(CCC)O